BrC1=NN(C=C1NC(=O)C=1N=C(SC1)C=1C=NNC1)[C@@H]1CC[C@H](CC1)OCC N-(3-bromo-1-(trans-4-ethoxycyclohexyl)-1H-pyrazol-4-yl)-2-(1H-pyrazol-4-yl)thiazole-4-carboxamide